tert-butyl (S)-5-(2-(2-((5-chloro-2-(1H-tetrazol-1-yl) phenyl) amino)-2-oxoacetamido)-3-(4-((phenoxycarbonyl) amino) phenyl) propanamido)-1H-indole-2-carboxylate ClC=1C=CC(=C(C1)NC(C(=O)N[C@H](C(=O)NC=1C=C2C=C(NC2=CC1)C(=O)OC(C)(C)C)CC1=CC=C(C=C1)NC(=O)OC1=CC=CC=C1)=O)N1N=NN=C1